5-[4-amino-5-(trifluoromethyl)pyrrolo[2,1-f][1,2,4]triazin-7-yl]-2-fluoro-N-(3-phenylbutyl)pyridine-3-carboxamide NC1=NC=NN2C1=C(C=C2C=2C=C(C(=NC2)F)C(=O)NCCC(C)C2=CC=CC=C2)C(F)(F)F